ClC=1C(=C(C=CC1)NC=1C2=C(N=CN1)C=CC(=N2)N2CC(C2)NC)F N-(3-chloro-2-fluoro-phenyl)-6-[3-(methylamino)azetidin-1-yl]pyrido[3,2-d]pyrimidin-4-amine